2-(1-pyrazolyl)benzylamine N1(N=CC=C1)C1=C(CN)C=CC=C1